1,3-diethyltetrahydro-2-pyrimidone C(C)N1C(N(CCC1)CC)=O